1-bromo-3-nitro(6-2H)benzene BrC1=CC(=CC=C1[2H])[N+](=O)[O-]